C(CCCCCCC\C=C/C\C=C/CCCCC)C1(OCC(O1)CCN(C)C)CCCCCCCC\C=C/C\C=C/CCCCC 2-[2,2-bis[(9Z,12Z)-octadecane-9,12-dienyl]-1,3-dioxolan-4-yl]-N,N-dimethylethylamine